O=C[C@@H](O)[C@H](O)[C@H](O)[C@H](O)CO Altrose